N1(N=CN=C1)CCN1CCC2=CC=C(C=C12)N 1-(2-(1H-1,2,4-triazol-1-yl)ethyl)indolin-6-amine